C(C)(C)(C)OC(=O)N[C@H](C(=O)N1[C@@H](CCC1)C(=O)OC)C1CCCCC1 Methyl (2S)-1-[(2S)-2-[(tert-butoxycarbonyl)amino]-2-cyclohexylacetyl]pyrrolidine-2-carboxylate